propenyl-ethoxydipropoxysilane ethyl-2-oxo-2-[4-[3-[(1R,5S)-3-[5-amino-2-(2-hydroxyphenyl)-4-pyridyl]-3,8-diazabicyclo[3.2.1]octan-8-yl]phenoxy]-1-piperidyl]acetate C(C)OC(C(N1CCC(CC1)OC1=CC(=CC=C1)N1[C@H]2CN(C[C@@H]1CC2)C2=CC(=NC=C2N)C2=C(C=CC=C2)O)=O)=O.C(=CC)[Si](OCCC)(OCCC)OCC